tert-butyl 2-(3,3-difluoroazetidine-1-carbonyl)-2,7-diazaspiro[3.5]nonane-7-carboxylate FC1(CN(C1)C(=O)N1CC2(C1)CCN(CC2)C(=O)OC(C)(C)C)F